C(C(=C)C)(=O)OCCC[SiH2]C(OC)OC Methacryloxypropyldimethoxymethylsilane